ClC1=CC(=C(OC2CN(C2)C(=O)N2CC3(C2)CC(C3)N3N=C(N=C3)C3CC3)C=C1)F (3-(4-chloro-2-fluorophenoxy)azetidin-1-yl)(6-(3-cyclopropyl-1H-1,2,4-triazol-1-yl)-2-azaspiro[3.3]heptan-2-yl)methanone